4-Methyl-1-[(6-oxopiperidin-3-yl)methyl]-5-({2-[6-(2,2,2-trifluoroethyl)quinazolin-4-yl]-2,7-diazaspiro[3.5]non-7-yl}methyl)-1H-indole-2-carbonitrile CC1=C2C=C(N(C2=CC=C1CN1CCC2(CN(C2)C2=NC=NC3=CC=C(C=C23)CC(F)(F)F)CC1)CC1CNC(CC1)=O)C#N